CC1=NC=CN1CC2=CC=CC=C2 N-benzyl-2-methylimidazole